tert-butyl 4-amino-1-piperidinecarboxylate NC1CCN(CC1)C(=O)OC(C)(C)C